FC(CN1N=CC=2C1=NC(=CN2)N2CC(C1(CCN(C1)C=1C=NC(=CC1)C(F)(F)F)CC2)(F)F)F 8-[1-(2,2-difluoroethyl)-1H-pyrazolo[3,4-b]pyrazin-6-yl]-6,6-difluoro-2-[6-(trifluoromethyl)pyridin-3-yl]-2,8-diazaspiro[4.5]decane